1-(2-((1S,4S)-2-oxa-5-azabicyclo[2.2.2]octan-5-yl)ethyl)-4-hydroxy-N-((1s,4R)-4-methylcyclohexyl)-2-oxo-1,2-dihydro-1,8-naphthyridine-3-carboxamide [C@@H]12OC[C@@H](N(C1)CCN1C(C(=C(C3=CC=CN=C13)O)C(=O)NC1CCC(CC1)C)=O)CC2